[C].O1NC=CC=C1 oxazinine carbon